methyl 2,2,4-trimethylpentanoate CC(C(=O)OC)(CC(C)C)C